Cl.ClC=1C=CC(=C(C1)C1=NN2C(CNCC2)=C1C1=CC=NC=C1)F 2-(5-chloro-2-fluorophenyl)-3-(pyridin-4-yl)-4,5,6,7-tetrahydropyrazolo[1,5-a]pyrazine hydrochloride